O=C1NC(CCC1C1=C(CN2CCN(CC2)C2CCN(CC2)C=2C(=CC3=C(C(C=4NC5=CC(=CC=C5C4C3=O)C#N)(C)C)C2)CC)C=CC=C1)=O 8-(4-(4-(2-(2,6-dioxopiperidin-3-yl)benzyl)piperazin-1-yl)piperidin-1-yl)-9-ethyl-6,6-dimethyl-11-oxo-6,11-dihydro-5H-benzo[b]carbazole-3-carbonitrile